ClC1=C(C(=CC2=C1C(=NO2)C2CC2)NC(C2=CC=CC=C2)(C2=CC=CC=C2)C2=CC=CC=C2)C(C)O 1-[4-chloro-3-cyclopropyl-6-(tritylamino)benzisoxazol-5-yl]Ethanol